2-(5-Bromo-4-(indolin-1-yl)thiophen-2-yl)propan-2-ol BrC1=C(C=C(S1)C(C)(C)O)N1CCC2=CC=CC=C12